N-(6-methoxy-5-((4-(3-methyl-1H-indol-1-yl)pyrimidin-2-yl)amino)-2-(4-methylpiperazin-1-yl)pyridin-3-yl)acrylamide COC1=C(C=C(C(=N1)N1CCN(CC1)C)NC(C=C)=O)NC1=NC=CC(=N1)N1C=C(C2=CC=CC=C12)C